F[C@]1(CN(CCC1)C(C=C)=O)COC=1C=2N(C=C(N1)C=1C=NN(C1)C)N=CC2 (R)-1-(3-fluoro-3-(((6-(1-methyl-1H-pyrazol-4-yl)pyrazolo[1,5-a]pyrazin-4-yl)oxy)methyl)piperidin-1-yl)prop-2-en-1-one